ClC1=C2CN(C(NC2=CC(=C1)CN1CCN(CC1)C=1C=CC(=NC1C)C(=O)NC)=O)CC 5-(4-((5-chloro-3-ethyl-2-oxo-1,2,3,4-tetrahydroquinazolin-7-yl)methyl)piperazin-1-yl)-N,6-dimethylpicolinamide